3-(5-((3-(6-((1r,3r)-3-((5-(5H-pyrido[4,3-b]indol-7-yl)pyridin-2-yl)oxy)cyclobutoxy)pyridazin-3-yl)prop-2-yn-1-yl)oxy)-1-oxoisoindolin-2-yl)piperidine-2,6-dione C1=NC=CC=2NC=3C=C(C=CC3C21)C=2C=CC(=NC2)OC2CC(C2)OC2=CC=C(N=N2)C#CCOC=2C=C1CN(C(C1=CC2)=O)C2C(NC(CC2)=O)=O